(3-(1,8-naphthyridin-2-yl)propyl)carbamic acid tert-butyl ester C(C)(C)(C)OC(NCCCC1=NC2=NC=CC=C2C=C1)=O